OC1(CCN(CC1)C1=NC=NC2=C(C=CC=C12)OC)C[SH2](=O)C=N {[4-hydroxy-1-(8-methoxyquinazolin-4-yl)piperidin-4-yl]methyl}(imino)methyl-λ6-sulfanone